1-benzyl-N5-((cis)-3-hydroxycyclobutyl)-N3-methyl-2-oxo-1,2-dihydropyridine-3,5-dicarboxamide C(C1=CC=CC=C1)N1C(C(=CC(=C1)C(=O)N[C@@H]1C[C@@H](C1)O)C(=O)NC)=O